((2-(((S)-1-((S)-4-((benzyloxy)carbonyl)-2-((5-phenylthiazol-2-yl)carbamoyl)piperazin-1-yl)-3,3-dimethyl-1-oxobutan-2-yl)carbamoyl)benzo[b]thiophen-5-yl)difluoromethyl)phosphonic acid C(C1=CC=CC=C1)OC(=O)N1C[C@H](N(CC1)C([C@H](C(C)(C)C)NC(=O)C1=CC2=C(S1)C=CC(=C2)C(F)(F)P(O)(O)=O)=O)C(NC=2SC(=CN2)C2=CC=CC=C2)=O